3-(p-chlorophenyl)-2-pyrazolin ClC1=CC=C(C=C1)C1=NNCC1